FC(OC1=CC=C(C=C1)C=1CCC(CC1)OC=1N=NNC1C(=O)O)(F)F 4-((4'-(trifluoromethoxy)-2,3,4,5-tetrahydro-[1,1'-biphenyl]-4-yl)oxy)-1H-1,2,3-triazole-5-carboxylic acid